P(OC1=C(C(=CC=C1)C(C)C)C(C)C)(OC1=C(C(=CC=C1)C(C)C)C(C)C)OC1=C(C(=CC=C1)C(C)C)C(C)C tri(diisopropylphenyl) phosphite